C(C1CO1)C(=O)O glycidyl-carboxylic acid